6-(diethylamino)-2-(3,4-dihydroxyphenethyl)-1H-benzisoquinoline-1,3(2H)-dione C(C)N(C=1C=C2CC(N(C(C2=C2C1C=CC=C2)=O)CCC2=CC(=C(C=C2)O)O)=O)CC